([1,1'-biphenyl]-4-yl)propan-1-amine C1(=CC=C(C=C1)C(CC)N)C1=CC=CC=C1